1-(3-(((7-(8-ethynyl-7-fluoro-3-hydroxy-naphthalen-1-yl)-8-fluoro-4-(1,4-oxazepan-4-yl)pyrido[4,3-d]pyrimidin-2-yl)oxy)methyl)-4-methylpiperazin-1-yl)prop-2-en-1-one C(#C)C=1C(=CC=C2C=C(C=C(C12)C1=C(C=2N=C(N=C(C2C=N1)N1CCOCCC1)OCC1CN(CCN1C)C(C=C)=O)F)O)F